Cl.N[C@H](C(=O)OC)CC(C(=O)N1CCOC2=C(C1)C=CC=C2)C methyl (2S)-2-amino-5-(2,3-dihydrobenzo[f][1,4]oxazepin-4(5H)-yl)-4-methyl-5-oxopentanoate hydrochloride